CC(CCCC)C=1OCCN1 (methyl-butyl-methyl)oxazoline